((4-(fluoromethyl)tetrahydro-2H-pyran-4-yl)methyl)-4-((2-fluorophenyl)ethynyl)benzamide FCC1(CCOCC1)CC1=C(C(=O)N)C=CC(=C1)C#CC1=C(C=CC=C1)F